((2-methoxypyridin-3-yl)amino)-4-((2-(N-methylmethylsulfonamido)phenyl)amino)nicotinamide COC1=NC=CC=C1NC1=C(C(=O)N)C(=CC=N1)NC1=C(C=CC=C1)N(S(=O)(=O)C)C